O1C(COCC1)COC1=CC=C(C=C1)C=1C=C(C(NC1C(F)(F)F)=O)C(=O)N 5-(4-((1,4-Dioxacyclohexan-2-yl)methoxy)phenyl)-2-oxo-6-(trifluoromethyl)-1,2-dihydropyridine-3-carboxamide